OC1C=C2C(C3=CC(=C(C=C3OC2=CC1=O)O)O)C 2,6,7-trihydroxy-9-methyl-9H-xanthen-3-one